ClC1=C(C=C2C(C(NC2=C1)=O)=C(C1=CC(=NO1)OC)O)C1=CC=C(C=C1)C1=CCC(CC1)C(=O)O 4-[4-[6-chloro-3-[hydroxy-(3-methoxyisoxazol-5-yl)methylene]-2-oxo-indolin-5-yl]phenyl]cyclohex-3-ene-1-carboxylic acid